CN1C=C(C2=CC=CC=C12)C1=NC(=NC=C1)NC1=CC=C(C=C1)C(F)(F)F 4-(1-Methyl-1H-indol-3-yl)-N-(4-(trifluoromethyl)phenyl)pyrimidin-2-amine